ClC1=CC=C(C=C1)C([C@@H](C1=CC=CC=C1)O)=O (R)-1-(4-chlorophenyl)-2-hydroxy-2-phenylethanone